FC1=C(C(=O)NC2=NC=CC(=C2)C(F)(F)F)C=CC(=C1)B1OC(C(O1)(C)C)(C)C 2-fluoro-4-(4,4,5,5-tetramethyl-1,3,2-dioxaborolan-2-yl)-N-(4-(trifluoromethyl)pyridin-2-yl)benzamide